C1(=CC=CC=C1)C=1C=CC=2C(C3=CC=C(C=C3C2C1)C1=CC=CC=C1)=O 3,6-diphenyl-9H-fluoren-9-one